C(C)(C)(C)OC(N[C@@H](CC1=CC(=CC(=C1)F)F)C=1N=C(C=2CCCCC2C1Br)Br)=O (S)-(1-(1,4-dibromo-5,6,7,8-tetrahydroisoquinolin-3-yl)-2-(3,5-difluorophenyl)ethyl)carbamic acid tert-butyl ester